FC=1C=C(C=CC1)C1=NC=CC=C1 2-(3-Fluorophenyl)pyridine